C(N)(=O)[C@@H]1C[C@H](CCC1)NC(OC(C)(C)C)=O |r| racemic-tert-butyl (trans-3-carbamoyl cyclohexyl)carbamate